1-(5-(2-fluorobenzoyl)-1-methyl-1H-pyrrol-2-yl)-2-phenylethan-1-one FC1=C(C(=O)C2=CC=C(N2C)C(CC2=CC=CC=C2)=O)C=CC=C1